1-ethyl-7-bromoquinoxaline-2(1H)-one C(C)N1C(C=NC2=CC=C(C=C12)Br)=O